C1=CC(=CC=C1O)O[C@H]2[C@@H]([C@H]([C@@H]([C@H](O2)COP(=O)([O-])[O-])O)O)O The molecule is an organophosphate oxoanion obtained by removing two protons from the phosphate group of arbutin 6-phosphate. It is a conjugate base of an arbutin 6-phosphate.